5-{2-[3-{[(6-methanesulfonylpyridin-3-yl)oxy]methyl}-4-methylpyrrolidin-1-yl]ethyl}benzene-1,3-dicarbonitrile CS(=O)(=O)C1=CC=C(C=N1)OCC1CN(CC1C)CCC=1C=C(C=C(C1)C#N)C#N